1-(4-(3-Amino-1H-indazol-5-yl)pyridin-2-yl)-3-(4-chlorophenyl)urea Ethyl-(4-(3-amino-1H-indazol-5-yl)pyridin-2-yl)carbamate C(C)N(C(O)=O)C1=NC=CC(=C1)C=1C=C2C(=NNC2=CC1)N.NC1=NNC2=CC=C(C=C12)C1=CC(=NC=C1)NC(=O)NC1=CC=C(C=C1)Cl